OC[C@@H]1NC[C@H](N(C1)C(=O)OC(C)(C)C)C Tert-butyl (2r,5r)-5-hydroxymethyl-2-methyl-piperazine-1-carboxylate